7-(3,6-dihydro-2H-pyran-4-yl)-3-(6-(methyl(2,2,6,6-tetramethylpiperidin-4-yl)amino)pyridazin-3-yl)naphthalen-2-ol O1CCC(=CC1)C1=CC=C2C=C(C(=CC2=C1)O)C=1N=NC(=CC1)N(C1CC(NC(C1)(C)C)(C)C)C